4-tert-butyl-4'-methoxy-dibenzoylmethane CC(C)(C)C1=CC=C(C=C1)C(=O)CC(=O)C2=CC=C(C=C2)OC